C(C)(C)(C)C=1C=CC=2NC3=CC=C(C=C3C2C1)C(C)(C)C 3,6-Di-tert-butylcarbazole